3,4-bis(benzyloxy)-2-chlorobenzoic acid C(C1=CC=CC=C1)OC=1C(=C(C(=O)O)C=CC1OCC1=CC=CC=C1)Cl